2-((4-methoxy-4-oxobutyl)(methyl)amino)thiazole-5-carboxylic acid COC(CCCN(C=1SC(=CN1)C(=O)O)C)=O